2-butyloctyl 9-aminononanoate NCCCCCCCCC(=O)OCC(CCCCCC)CCCC